5-(5'-cyano-2'-methyl-1,1'-biphenyl-3-yl)-3-methyl-1-(2,4,6-trimethylphenyl)-1H-1,2,4-triazole C(#N)C=1C=CC(=C(C1)C1=CC(=CC=C1)C1=NC(=NN1C1=C(C=C(C=C1C)C)C)C)C